O1[C@@H](COC2=NC=CC=C21)CN2N=C1C3=C(CCC1=C2)OC(=C3C)C(=O)NC[C@@H]3OCCC3 |r| 2-[(2R/S)-2,3-dihydro[1,4]dioxino[2,3-b]pyridin-2-ylmethyl]-8-methyl-N-[(2R/S)-tetrahydrofuran-2-ylmethyl]-4,5-dihydro-2H-furo[2,3-g]indazole-7-carboxamide